4-chloro-1-((S)-2,4-dimethylpiperazin-1-yl)-6,6a,7,8,9,10-hexahydro-12H-pyrazino[2,1-c]pyrido[3,4-f][1,4]oxazepin-12-one ClC1=CN=C(C=2C(N3C(COC21)CNCC3)=O)N3[C@H](CN(CC3)C)C